C(C)[C@]1(C(OCC=2C(N3CC=4C(=NC=5C=C(C(=C6C5C4[C@H](CC6)NC(C)=O)C)F)C3=CC21)=O)=O)O N-[(1S,9S)-9-ethyl-5-fluoro-9-hydroxy-4-methyl-10,13-dioxo-2,3,9,10,13,15-hexahydro-1H,12H-benzo[de]pyrano[3',4':6,7]indolizino[1,2-b]quinolin-1-yl]acetamide